BrC1=C(C(=CC=2CCCCC12)Br)C#N 1,3-dibromo-5,6,7,8-tetrahydronaphthalene-2-carbonitrile